C(C)(=O)C(C(=O)OCCCCCCCC)C(O)(C(=O)OCCCCCCCC)CC(=O)OCCCCCCCC trioctyl Acetylcitrate